BrC=1C(=C(C=C(C1)F)[C@@H](C)N[S@@](=O)C(C)(C)C)F (S)-N-((R)-1-(3-bromo-2,5-difluorophenyl)ethyl)-2-methylpropane-2-sulfinamide